(1r,3r)-3-(difluoromethyl)cyclobutane-1-amine hydrochloride Cl.FC(C1CC(C1)N)F